N-(cyclopropylmethyl)-7-methoxy-6-[(2-methyl-1,2-oxazinan-6-yl)methoxy]-1H,2H,3H-cyclopenta[b]quinolin-9-amine C1(CC1)CNC1=C2C(=NC=3C=C(C(=CC13)OC)OCC1CCCN(O1)C)CCC2